N-(4-((R)-3-((R) or (S)-3-(3-chlorophenyl)pyrrolidin-1-yl)-2-hydroxypropoxy)phenyl)-N-methylmethanesulfonamide ClC=1C=C(C=CC1)[C@@H]1CN(CC1)C[C@H](COC1=CC=C(C=C1)N(S(=O)(=O)C)C)O |o1:7|